Cl.Cl.C1(CC1)CN[C@H]1[C@@H](C1)C=1C=C(SC1)C(=O)NC=1SC(=NN1)C 4-((1S,2R)-2-((cyclopropylmethyl)amino)cyclopropyl)-N-(5-methyl-1,3,4-thiadiazol-2-yl)thiophene-2-carboxamide Dihydrochloride